methyl 1-{3-chloro-4-[(3,5-difluoropyridin-2-yl) (2H2)methoxy]-3'-fluoro-5',6-dimethyl-2-oxo-[1,4'-bipyridin]-2'-yl}pyrazole-3-carboxylate ClC=1C(N(C(=CC1OC([2H])([2H])C1=NC=C(C=C1F)F)C)C1=C(C(=NC=C1C)N1N=C(C=C1)C(=O)OC)F)=O